CN(CCCN1N=C2C=C(C=CC2=C1C1CCN(CC1)C(C=C)=O)C1=CC(=CC=C1)C)C 1-(4-(2-(3-(dimethylamino)propyl)-6-(3-methylphenyl)-2H-indazol-3-yl)piperidin-1-yl)-2-propen-1-one